C[C@@H]1N(C(N(C1)C=1C=C2CN(C(C2=CC1)=O)C1C(NC(CC1)=O)=O)=O)C1=CC=CC=C1 3-(5-((S)-4-methyl-2-oxo-3-phenylimidazolidin-1-yl)-1-oxoisoindolin-2-yl)piperidine-2,6-dione